NC1=CC=C(C=C1)C=1N=C(C2=C(N1)N1C(=C2C#CC2=C(C3=C(N(C(=N3)C)C)C=C2F)F)CNCC1)N (4-aminophenyl)-5-((4,6-difluoro-1,2-dimethyl-1H-benzo[d]imidazol-5-yl)ethynyl)-6,7,8,9-tetrahydropyrazino[1',2':1,5]pyrrolo[2,3-d]pyrimidin-4-amine